OCC(CCCCCCCCC(=O)O)CCCCCCC 10-hydroxymethyl-margaric acid